C(CCCCCCCCCCCCC)N[O-].C[N+](CCCCCCCCCCCCCC)(C)[O-] dimethyltetradecylamine oxide (myristylaminoxide)